C(#N)C1=CC=C(C=C1)C#CC1=CC=CC=C1 1-cyano-4-(phenylethynyl)benzene